(S)-2-((tert-butoxycarbonyl)(methyl)amino)-3-(5-chloro-2-cyclopropoxyphenyl)propanoic acid C(C)(C)(C)OC(=O)N([C@H](C(=O)O)CC1=C(C=CC(=C1)Cl)OC1CC1)C